(9H-fluoren-9-yl)methyl((7-(((tert-butyloxycarbonyl)amino)methyl)quinazolin-2-yl)methyl)(cyclobutylmethyl)carbamate C1=CC=CC=2C3=CC=CC=C3C(C12)OC(N(C(C1CCC1)C)CC1=NC2=CC(=CC=C2C=N1)CNC(=O)OC(C)(C)C)=O